(R)-N-{3-[(1,3-Dimethyl-azetidin-3-yl)-hydroxy-(4-isopropyl-phenyl)-methyl]-benzyl}-2-(3-methoxy-phenyl)-acetamide CN1CC(C1)(C)[C@](C=1C=C(CNC(CC2=CC(=CC=C2)OC)=O)C=CC1)(C1=CC=C(C=C1)C(C)C)O